BrC=1C(=C2[C@H]([C@@H](C[C@@]3(C2=CC1)N=C1N(C=C(C=C1OC(F)F)C(F)(F)F)C3)F)O)F (1'S,3'R,4'R)-6'-bromo-8-(difluoromethoxy)-3',5'-difluoro-6-(trifluoromethyl)-3',4'-dihydro-2'H,3H-spiro[imidazo[1,2-a]pyridine-2,1'-naphthalen]-4'-ol